N-(5-bromo-2-fluorophenyl)-7,8-dihydro[1,4]dioxino[2,3-g]quinazolin-4-amine BrC=1C=CC(=C(C1)NC1=NC=NC2=CC3=C(C=C12)OCCO3)F